ClC=1N=C2C(=C(C(N(C2=CC1)C)=O)C#N)N1C[C@@H]([C@@H](CC1)N(C1=CC=C(C=C1)F)C)C 6-chloro-4-[(3S,4R)-4-(4-fluoro-N-methyl-anilino)-3-methyl-1-piperidinyl]-1-methyl-2-oxo-1,5-naphthyridine-3-carbonitrile